Triglycerol caprylate C(CCCCCCC)(=O)O.OCC(O)CO.OCC(O)CO.OCC(O)CO